FC(C=1C(=CNC(C1)=O)C(=O)NC=1C(=CC(=C(C1)C=1CN(CC1)C(=O)OC1CC(C1)(F)F)F)N1C[C@@H](N(CC1)C)C)F 3,3-Difluorocyclobutyl (S)-3-(5-(4-(difluoromethyl)-6-oxo-1,6-dihydropyridine-3-carboxamido)-4-(3,4-dimethylpiperazin-1-yl)-2-fluorophenyl)-2,5-dihydro-1H-pyrrole-1-carboxylate